(1,3-dimethyl-azetidin-3-yl)-(4-isopropyl-phenyl)-[5-(oxetan-3-ylmethoxy)-pyridin-3-yl]-methanol CN1CC(C1)(C)C(O)(C=1C=NC=C(C1)OCC1COC1)C1=CC=C(C=C1)C(C)C